1-(1,2,3,4-Tetrahydropyrazino[1,2-a]indol-7-yl)dihydropyrimidine-2,4(1H,3H)-dione C1NCCN2C1=CC=1C=CC(=CC21)N2C(NC(CC2)=O)=O